4-(2-(2-(2-methoxyethoxy)ethoxy)phenyl)-[1,2,5]thiadiazole COCCOCCOC1=C(C=CC=C1)C=1C=NSN1